CN1N=CC(=C1)NC(CC1OCCC1)=O N-(1-methyl-1H-pyrazol-4-yl)-2-(oxolan-2-yl)acetamide